C(C)(C)(C)C=1C=C(C=C(C1O)C(C)(C)C)CCC(=O)OC methyl beta-(3,5-di-tert-butyl-4-hydroxyphenyl)propionate